C(C)(C)(C)C1=CC=C(CSC=2C(=NC(=CC2)Cl)C=2N(C=C(N2)C2=CC=CC=C2)C)C=C1 3-((4-(tert-butyl)benzyl)thio)-6-chloro-2-(1-methyl-4-phenyl-1H-imidazol-2-yl)pyridine